4-(3-methoxyanilino)-2-methylsulfanyl-pyrimidine-5-carbaldehyde COC=1C=C(NC2=NC(=NC=C2C=O)SC)C=CC1